(3S,4S)-5,5-difluoro-1-[4-({8-[(2R,3S)-3-(methanesulfonylmeth-yl)-2-methylazetidin-1-yl]-5-(propan-2-yl)isoquinolin-3-yl}amino)pyrimidin-2-yl]-4-methoxypiperidin-3-ol FC1([C@H]([C@H](CN(C1)C1=NC=CC(=N1)NC=1N=CC2=C(C=CC(=C2C1)C(C)C)N1[C@@H]([C@H](C1)CS(=O)(=O)C)C)O)OC)F